4-(1-(2,2-Difluoroethyl)-3-iodo-1H-pyrazol-4-yl)-2-(methylthio)pyrimidine FC(CN1N=C(C(=C1)C1=NC(=NC=C1)SC)I)F